8-(4-(1,4-dimethyl-1H-imidazol-2-yl)benzyl)-2-(2-methoxyphenyl)-[1,2,4]triazolo[1,5-a]pyridine CN1C(=NC(=C1)C)C1=CC=C(CC=2C=3N(C=CC2)N=C(N3)C3=C(C=CC=C3)OC)C=C1